(S)-N-{(S)-1-[2-(6-Bromobenzo[d]isoxazol-3-yl)phenyl]-2-(6-cyano-3-fluoropyridine-2-yl)ethyl}-2-methylpropane-2-sulfinamide BrC1=CC2=C(C(=NO2)C2=C(C=CC=C2)[C@H](CC2=NC(=CC=C2F)C#N)N[S@@](=O)C(C)(C)C)C=C1